COC=1C=C(C=CC1)[C@H](CO)O (R)-1-(3-methoxyphenyl)ethane-1,2-diol